COC=1C(OC(=CC1N[C@H]1[C@H](CCC1)OC)C(=O)NC=1SC(=NN1)N1N=CC=C1C)=O 3-methoxy-4-(((1R,2S)-2-methoxycyclopentyl)amino)-N-(5-(5-methyl-1H-pyrazol-1-yl)-1,3,4-thiadiazol-2-yl)-2-oxo-2H-pyran-6-carboxamide